Cl[As](C)CCCl chloro(2-chloroethyl)(methyl)arsine